1-(3-Cyclopropyl-1-(1-(((3R,4R)-3-fluoropiperidin-4-yl)methyl)piperidin-4-yl)-1H-pyrrolo[2,3-b]pyridin-5-yl)dihydropyrimidine-2,4(1H,3H)-dione C1(CC1)C1=CN(C2=NC=C(C=C21)N2C(NC(CC2)=O)=O)C2CCN(CC2)C[C@@H]2[C@H](CNCC2)F